CNC(OC(CC=1SC=C(N1)CC(=O)N)(C)C)=O [4-(2-amino-2-oxoethyl)-1,3-thiazol-2-yl]Tert-butyl methylcarbamate